4-[2-(1H-indazol-4-yl)-6-[[4-(methylsulfonyl)piperazin-1-yl]methyl]thieno[3,2-d]pyrimidin-4-yl]morpholine N1N=CC2=C(C=CC=C12)C=1N=C(C2=C(N1)C=C(S2)CN2CCN(CC2)S(=O)(=O)C)N2CCOCC2